N-{[4-methyl-2-(piperidin-1-yl)phenyl](5-methylfuran-2-yl)methyl}-2-[3-(4-sulfamoylpiperazin-1-yl)phenyl]acetamide CC1=CC(=C(C=C1)C(NC(CC1=CC(=CC=C1)N1CCN(CC1)S(N)(=O)=O)=O)C=1OC(=CC1)C)N1CCCCC1